(R)-3-(4-amino-5-(3-fluoro-4-((6-methylpyridin-2-yl)oxy)phenyl)-7,8-dihydro-6H-imidazo[1',2':1,5]pyrrolo[2,3-d]pyrimidin-6-yl)piperidine-1-carboxylic acid tert-butyl ester C(C)(C)(C)OC(=O)N1C[C@@H](CCC1)N1CCN2C1=C(C1=C2N=CN=C1N)C1=CC(=C(C=C1)OC1=NC(=CC=C1)C)F